CC1=C(C=NC=C1)C=1C=C/2C(=CN1)NC(\C2=C(\C)/NC=2SC(=CN2)C)=O (Z)-5-(4-Methylpyridin-3-yl)-3-(1-((5-methylthiazol-2-yl)amino)ethylidene)-1H-pyrrolo[2,3-c]pyridin-2(3H)-one